C(C1=CC=CC=C1)(=O)N(NC(CCCC(C(=O)O)N1C[C@H](CCC1)C1=C(C=C(C(=C1)OC)I)OC)=O)C(C1=CC=CC=C1)=O (R)-3-(4-iodo-2,5-dimethoxyphenyl)piperidineadipic acid dibenzoyl hydrazide